3-(6-(trifluoromethyl)pyridin-2-yl)-3,9-diazaspiro[5.5]undecane hydrochloride Cl.FC(C1=CC=CC(=N1)N1CCC2(CC1)CCNCC2)(F)F